ClC1=C(C=C(COC=2C=C3N(C(N2)=O)CC2N3COC2)C=C1)F 6-((4-chloro-3-fluorobenzyl)oxy)-10,10a-dihydro-1H-oxazolo[3',4':3,4]imidazo[1,2-c]pyrimidin-8(3H)-one